2-(benzyloxy)-5-fluoro-N-(pivaloyloxy)benzamide C(C1=CC=CC=C1)OC1=C(C(=O)NOC(C(C)(C)C)=O)C=C(C=C1)F